4-((2S,4S)-4-(4-(1H-imidazol-1-yl)phenoxy)-2-((difluoromethoxy)methyl)pyrrolidin-1-yl)-N-((S)-2-cyano-1-(4-(ethylsulfonyl)phenyl)ethyl)benzamide N1(C=NC=C1)C1=CC=C(O[C@H]2C[C@H](N(C2)C2=CC=C(C(=O)N[C@@H](CC#N)C3=CC=C(C=C3)S(=O)(=O)CC)C=C2)COC(F)F)C=C1